FC1=CC=CC2=CC(=C3C=CC(OC3=C21)(C2=CC=C(C=C2)OC)C2=CC=C(C=C2)OC)OC21CCC(CC2)CC1 4-((10-fluoro-2,2-bis(4-methoxyphenyl)-2H-benzo[H]chromen-5-yl)oxy)bicyclo[2.2.2]octane